3-[1-methyl-6-[4-(methylamino)-1-piperidinyl]pyrazolo[4,3-c]pyridin-3-yl]piperidine-2,6-dione hydrochloride Cl.CN1N=C(C=2C=NC(=CC21)N2CCC(CC2)NC)C2C(NC(CC2)=O)=O